C(C)(=O)OC1O[C@@H]([C@H]([C@@H](C1)O)OC(C)=O)CO (4R,5S,6R)-4-hydroxy-6-(hydroxymethyl)tetrahydro-2H-pyran-2,5-diyl diacetate